3-[Bis(dimethylamino)methyliumyl]-3H-benzotriazol CN(C)[C+](N1N=NC2=C1C=CC=C2)N(C)C